N-{4-[2-(4-{[hydrazino(imino)methyl]amino}phenyl)ethyl]-1,3-thiazol-2-yl}acetamide N(N)C(=N)NC1=CC=C(C=C1)CCC=1N=C(SC1)NC(C)=O